2-(1-(hydroxymethyl)cyclopentyl)-5-methyl-6-(4-(1H-pyrazol-1-yl)benzyl)isoindolin-1-one OCC1(CCCC1)N1C(C2=CC(=C(C=C2C1)C)CC1=CC=C(C=C1)N1N=CC=C1)=O